COC(C(C(C1=CC=CC=C1)=O)C1=C(C=C(C(=O)OC)C=C1)[N+](=O)[O-])=O methyl 4-(1-methoxy-1,3-dioxo-3-phenylpropan-2-yl)-3-nitrobenzoate